FCC1(CCC1)NC(=O)C=1C2=CC=CC2=CC1 pentalene-4-carboxylic acid (1-fluoromethyl-cyclobutyl)-amide